1-methyl-4,6-dihydro-cyclopenta[d][1,2,3]triazol-5(1H)-one CN1N=NC2=C1CC(C2)=O